6-((3-(6-Chloropyridin-3-yl)-5-cyclopropylisoxazol-4-yl)methoxy)-N-(2-oxaspiro[3.3]heptan-6-yl)pyridazin-3-carboxamid ClC1=CC=C(C=N1)C1=NOC(=C1COC1=CC=C(N=N1)C(=O)NC1CC2(COC2)C1)C1CC1